5-ethyl-N-(6-ethylbenzo[d]isoxazol-3-yl)-2-methoxybenzenesulfonamide C(C)C=1C=CC(=C(C1)S(=O)(=O)NC1=NOC2=C1C=CC(=C2)CC)OC